ClC1=CC=2C=3N(C(=NC2C=C1)N)N=C(N3)[C@H]3CN(CCC3)C=3C=NN(C3)C |o1:15| (R or S)-9-chloro-2-(1-(1-methyl-1H-pyrazol-4-yl)piperidin-3-yl)-[1,2,4]triazolo[1,5-c]quinazolin-5-amine